5-thiophenediformaldehyde S1C(=CC=C1C=O)C=O